((R)-4-bromo-7-fluoro-indan-1-yl)-carbamic acid tert-butyl ester C(C)(C)(C)OC(N[C@@H]1CCC2=C(C=CC(=C12)F)Br)=O